COC(=O)C=1C=2N(C=CC1)N=C(N2)C2=C(C=CC=C2)C(C)C.CNN(NCC)NC N,N-dimethylaminoethyl-hydrazine Methyl-2-(2-isopropylphenyl)-[1,2,4]triazolo[1,5-a]pyridine-8-carboxylate